(3-hydroxy-5-((4-(naphthalen-2-yloxy)tetrahydro-2H-pyran-4-yl)ethynyl)pyridineformyl)glycine OC=1C(=NC=C(C1)C#CC1(CCOCC1)OC1=CC2=CC=CC=C2C=C1)C(=O)NCC(=O)O